N1=C(C=CC=C1)N[C@@H]1[C@@H](CC1)C(=O)O (1R,2S)-2-[(pyridin-2-yl)amino]cyclobutane-1-carboxylic acid